ClC=1C=C(C=C2C(=C(C=NC12)C#N)NCC(C)(C)C)N[C@@H](C=1C(=NC=CC1)C)C=1N=NN(C1)C1CC1 (S)-8-chloro-6-(((1-cyclopropyl-1H-1,2,3-triazol-4-yl)(2-methylpyridin-3-yl)methyl)amino)-4-(neopentylamino)quinoline-3-carbonitrile